N,N'-bis(4-tolyl)-N,N'-diphenyl-1,1'-biphenyl-4,4'-diamine C1(=CC=C(C=C1)N(C1=CC=C(C=C1)C1=CC=C(C=C1)N(C1=CC=CC=C1)C1=CC=C(C=C1)C)C1=CC=CC=C1)C